5'-[7,7-difluoro-2-[(2S,3R)-3-hydroxy-2-methyl-azetidin-1-yl]-5,6-dihydrocyclopenta[d]pyrimidin-4-yl]-3-(2-hydroxyethyl)spiro[imidazolidine-5,1'-indane]-2,4-dione FC1(CCC2=C1N=C(N=C2C=2C=C1CCC3(C1=CC2)C(N(C(N3)=O)CCO)=O)N3[C@H]([C@@H](C3)O)C)F